Dimethyl (s)-2-(3,3-difluorocyclopentyl)malonate FC1(C[C@H](CC1)C(C(=O)OC)C(=O)OC)F